rac-(5r,7s,8s)-8-(5-bromo-6-methoxy-2H-indazol-2-yl)-2,7-dimethyl-2-azaspiro[4.5]decan-3-one BrC1=CC2=CN(N=C2C=C1OC)[C@@H]1[C@H](C[C@@]2(CC(N(C2)C)=O)CC1)C |r|